Arginin-Chlorid N[C@@H](CCCNC(N)=N)C(=O)Cl